C(#N)C(C)(C)C=1C=CC=2N(C1)N=C(C2S(=O)(=O)CC)NC(OC(C)(C)C)=O tert-butyl N-[6-(1-cyano-1-methyl-ethyl)-3-ethylsulfonyl-pyrazolo[1,5-a]pyridin-2-yl]carbamate